COC(\C=C\CN1CCCC1)=O (E)-4-(pyrrolidin-1-yl)but-2-enoic acid methyl ester